2-((1R,2R)-1-(2-cyanophenyl)-1-(2-methylpyrimidin-4-yl)propan-2-yl)-5-hydroxy-N-(isoxazol-4-yl)-1-methyl-6-oxo-1,6-dihydropyrimidine-4-carboxamide C(#N)C1=C(C=CC=C1)[C@@H]([C@@H](C)C=1N(C(C(=C(N1)C(=O)NC=1C=NOC1)O)=O)C)C1=NC(=NC=C1)C